C(C)(C)(C)OC(=O)N1C=CC2=CC=C(C=C12)CN1N=NC(=C1)C=1C=NC=C(C1)N1CCCC1 6-((4-(5-(pyrrolidin-1-yl)pyridin-3-yl)-1H-1,2,3-triazol-1-yl)methyl)-1H-indole-1-carboxylic acid tert-butyl ester